(S)-N-Boc-1,2,3,6-tetrahydro-2-pyridinecarboxylic acid C(=O)(OC(C)(C)C)N1[C@@H](CC=CC1)C(=O)O